(2S,4S)-N-((1H-PYRROLO[3,2-C]PYRIDIN-2-YL)METHYL)-1-((R)-2-AMINO-4-PHENYLBUTANOYL)-4-(METHOXYMETHYL)PYRROLIDINE-2-CARBOXAMIDE DITRIFLUOROACETATE FC(C(=O)O)(F)F.FC(C(=O)O)(F)F.N1C(=CC=2C=NC=CC21)CNC(=O)[C@H]2N(C[C@H](C2)COC)C([C@@H](CCC2=CC=CC=C2)N)=O